C(C)(=O)NC=1C(=NC=C(C1)OCCOC)C=1C=NC=CC1 acetamido-5-(2-methoxyethoxy)-[2,3'-bipyridine]